2-amino-N-(4-methyl-5-nitrothiazol-2-yl)benzamide NC1=C(C(=O)NC=2SC(=C(N2)C)[N+](=O)[O-])C=CC=C1